FC=1C(=NC(=NC1)NC=1C(=NN(C1)C)OC)C1=CNC2=C(C=CC=C12)NC(=O)[C@@H]1N(CCC1)[C@H]1CNCC1 (2R,3'R)-N-(3-(5-fluoro-2-((3-methoxy-1-meth-yl-1H-pyrazol-4-yl)amino)pyrimidin-4-yl)-1H-indol-7-yl)-[1,3'-bipyrrolidine]-2-carboxamide